C(C)[C@]1(CC[C@@H]2[C@H]3CC[C@@]4([C@H](CC[C@H]4[C@@H]3CC[C@@H]2C1)[C@H](C)[C@@H](COC)O)C)O (3R,5R,8R,9R,10S,13S,14S,17R)-3-ethyl-17-((2S,3S)-3-hydroxy-4-methoxybutan-2-yl)-13-methylhexadecahydro-1H-cyclopenta[a]phenanthren-3-ol